(E)-2,4,7-trimethyl-4-(pyridin-3-yl)oct-2,6-dienal C/C(/C=O)=C\C(CC=C(C)C)(C=1C=NC=CC1)C